tert-butyl ((5-bromopyridin-3-yl)methyl)(2-(methylsulfonyl)ethyl)carbamate BrC=1C=C(C=NC1)CN(C(OC(C)(C)C)=O)CCS(=O)(=O)C